C(C)OC1=C(C=CC=C1)CNC(=O)NC1=CN(C(C2=CC=CC=C12)=O)CC(C)C 1-[(2-ethoxyphenyl)methyl]-3-[2-(2-methylpropyl)-1-oxoisoquinolin-4-yl]urea